ClC=1C(=NC=C(C1[C@@H](C)O)Cl)F (R)-1-(3,5-dichloro-2-fluoro-4-pyridyl)ethanol